alpha-Hydroxyglutaric Acid Lithium [Li].OC(C(=O)O)CCC(=O)O